methyl (S)-4-amino-1-(4-(1-fluoroethyl)-2,6-dimethylphenyl)-6-oxo-1,6-dihydropyrimidine-5-carboxylate NC=1N=CN(C(C1C(=O)OC)=O)C1=C(C=C(C=C1C)[C@H](C)F)C